CN1CC2=CC(=CC(=C2CC1)C)C1=NN(C2=CC(=C(C=C12)C1=C(C=C(C=C1C)C1N(CCCC1)C(=O)OC(C)(C)C)F)[N+]#[C-])COCC[Si](C)(C)C tert-butyl 2-(4-(3-(2,5-dimethyl-1,2,3,4-tetrahydroisoquinolin-7-yl)-6-isocyano-1-((2-(trimethylsilyl)Ethoxy)methyl)-1H-indazol-5-yl)-3-fluoro-5-methylphenyl)piperidine-1-carboxylate